2-methoxy-N-(1-methoxypropan-2-yl)-3-[3-(pyrrolidin-1-yl)propoxy]-6H,7H,8H-cyclopenta[b]1,5-naphthyridin-9-amine COC=1N=C2C(=C3C(=NC2=CC1OCCCN1CCCC1)CCC3)NC(COC)C